C(#N)C1=C(C(=C(C=C1)C)C)C#N dicyano-dimethylbenzene